5,5-difluoro-1-(4-fluorophenyl)-3-(trifluoromethyl)-1,4,5,6-tetrahydrocyclopenta[b]pyrrol-4-ol FC1(C(C2=C(N(C=C2C(F)(F)F)C2=CC=C(C=C2)F)C1)O)F